8-chloro-N-(4-isopropoxy-2,3-dimethylphenyl)quinolin-2-amine ClC=1C=CC=C2C=CC(=NC12)NC1=C(C(=C(C=C1)OC(C)C)C)C